C(C)(C)OC(=O)CCCCCCCCC capric acid isopropylester